tert-butyl 2-((1r,3r)-7'-chloro-3-hydroxy-2'-oxospiro[cyclobutane-1,3'-pyrrolo[2,3-c]pyridin]-1'(2'H)-yl)acetate ClC=1N=CC=C2C1N(C(C21CC(C1)O)=O)CC(=O)OC(C)(C)C